C(C1=CC=CC=C1)N1N=CC(=C1)C1=CCC(CN1C(=O)OC(C)(C)C)C tert-butyl 6-(1-benzylpyrazol-4-yl)-3-methyl-3,4-dihydro-2H-pyridine-1-carboxylate